4-((pyrrolidin-1-ylsulfonyl)methyl)benzenesulfonyl fluoride N1(CCCC1)S(=O)(=O)CC1=CC=C(C=C1)S(=O)(=O)F